Cl.ClC1=C(N)C(=CC(=C1)C(F)(F)F)Cl 2,6-dichloro-4-trifluoromethylaniline hydrochloride